C(C)(C)(C)OC(=O)N(C)C[C@@]1(OC2=C(C1)C(=C(C(=C2)F)Cl)C2=C(C(=O)OC)C=CC(=C2F)OCCOC2OCCCC2)C2=CC=CC=C2 methyl 2-((2S,4R)-2-(((tert-butoxycarbonyl)(methyl)amino)methyl)-5-chloro-6-fluoro-2-phenyl-2,3-dihydrobenzofuran-4-yl)-3-fluoro-4-(2-((tetrahydro-2H-pyran-2-yl)oxy)ethoxy)benzoate